CC1=C(C=C(C=C1)[C@H]1CC2(CN(C2)C(=O)OC(C)(C)C)CC1)OC(F)(F)F |r| (rac)-tert-Butyl 6-(4-methyl-3-(trifluoromethoxy)phenyl)-2-azaspiro[3.4]octane-2-carboxylate